N=1C=C(N2C1C=CC=C2)C(=O)N2CC1=C(CC2)C(=CS1)C(=O)NC1=CC(=CC(=C1)C(F)(F)F)CN(C1COC1)C 6-(imidazo[1,2-a]pyridine-3-carbonyl)-N-(3-((methyl(oxetan-3-yl)amino)methyl)-5-(trifluoromethyl)phenyl)-4,5,6,7-tetrahydrothieno[2,3-c]pyridine-3-carboxamide